(R)-tert-butyl 2-(5-(3-cyclopropyl-1-((R)-1,1-dimethylethylsulphinylidene)-1-(pyridin-4-yl) propyl)-2-fluorophenylcarbamoyl)-4,4-difluoropyrrolidine-1-carboxylate C1(CC1)CC(C(C1=CC=NC=C1)=S(=O)C(C)(C)C)C=1C=CC(=C(C1)NC(=O)[C@@H]1N(CC(C1)(F)F)C(=O)OC(C)(C)C)F